NC1=NC=CC=C1C1=NC=2C(=NC=C(C2)Br)N1C1=CC=C(C=C1)CNC(OC(C)(C)C)=O tert-butyl N-[[4-[2-(2-amino-3-pyridyl)-6-bromo-imidazo[4,5-b]pyridin-3-yl]phenyl]methyl]carbamate